C(C=C)(=O)NC1=C(C=C(C(=C1)NC1=NC=CC(=N1)C1=CN(C2=CC=CC=C12)C)OC)N(CCN(C(OC(C)(C)C)=O)C)C tert-butyl (2-((2-acrylamido-5-methoxy-4-((4-(1-methyl-1H-indol-3-yl)pyrimidin-2-yl)amino)phenyl)(methyl)amino)ethyl)(methyl)carbamate